COC=1C2=C(N=C(N1)C)CN(C2C)C(CC2CN(C2)C=2C=NC=NC2)=O 1-(4-Methoxy-2,5-dimethyl-5,7-dihydro-6H-pyrrolo[3,4-d]pyrimidin-6-yl)-2-(1-(pyrimidin-5-yl)azetidin-3-yl)ethan-1-one